(R)-2-(1-cyclopropyl-2-hydroxy-2-methylpropyl)-5-fluoro-7-(4-(3-methylisoxazol-5-yl)phenyl)isoindolin-1-one C1(CC1)[C@H](C(C)(C)O)N1C(C2=C(C=C(C=C2C1)F)C1=CC=C(C=C1)C1=CC(=NO1)C)=O